3,6,9,12,15,18,21,24,27,30-decaazatetratriacontanoic acid C(CNCCNCCNCCNCCNCCNCCNCCNCCNCCNCCCC)(=O)O